C1(CC1)COC=1C=C(C=CC1F)CNC(=O)C=1C(=NC=C(C1)C=1C=CC=2N(N1)C=C(N2)NC(C)=O)OC N-{[3-(cyclopropylmethoxy)-4-fluorophenyl]methyl}-5-{2-acetamidoimidazo[1,2-b]pyridazin-6-yl}-2-methoxypyridine-3-carboxamide